1,6-diamino-1,6-dideoxysorbitol NC[C@H](O)[C@@H](O)[C@H](O)[C@H](O)CN